4-(5-Hydroxy-3-methyl-1-phenyl-4-pyrazolylmethylene)-3-METHACRYLAMINO-1-phenyl-2-pyrazolin-5-one OC1=C(C(=NN1C1=CC=CC=C1)C)C=C1C(=NN(C1=O)C1=CC=CC=C1)NC(=O)C(=C)C